C(CCCCC)OC[C@@H](COCCCCCCCCCCC=CC\C=C/CCCCC)N(C)C (2S)-1-(hexyloxy)-3-[(1Z,14Z)-icosa-11,14-dien-1-yloxy]-N,N-dimethylpropan-2-amine